5-(4-fluoro-3-methoxyphenyl)-N-methyl-1,3,4-thiadiazol-2-amine FC1=C(C=C(C=C1)C1=NN=C(S1)NC)OC